ClC1=NC(=C2C(=N1)N(N=C2)[C@H]2[C@@H]([C@@H]([C@H](O2)COC(C(=O)O)(COC)P(=O)(O)O)O)O)NC2CCCC2 2-(((2R,3S,4R,5R)-5-(6-chloro-4-(cyclopentylamino)-1H-pyrazolo[3,4-d]pyrimidin-1-yl)-3,4-dihydroxytetrahydrofuran-2-yl)methoxy)-3-methoxy-2-phosphonopropanoic acid